COC(=O)C=1C=C(C=C2C=NN(C12)CC=1C=NC(=CC1)C1=CC(=C(C=C1)F)OC)Cl 5-chloro-1-((6-(4-fluoro-3-methoxyphenyl)pyridin-3-yl)methyl)-1H-indazole-7-carboxylic acid methyl ester